C1(CC1)C=1N=CC2=C(N1)CCN(C2)C(=O)[C@@H]2CC21CCN(CC1)C(=O)OC(C(F)(F)F)C(F)(F)F |o1:15| 1,1,1,3,3,3-hexafluoro-propan-2-yl (R or S)-1-(2-cyclopropyl-5,6,7,8-tetra-hydropyrido-[4,3-d]pyrimidine-6-carbonyl)-6-azaspiro[2.5]-octane-6-carboxylate